NCC(O)C=1C=NN(C1)C 2-amino-1-(1-methyl-1H-pyrazol-4-yl)ethan-1-ol